C12(CC(C1)C2)N2CC(NS(C1=C2C=C(C(=C1)OC)Br)(=O)=O)CCCC 5-(bicyclo[1.1.1]pentan-1-yl)-7-bromo-3-butyl-8-methoxy-2,3,4,5-tetrahydrobenzo[f][1,2,5]thiadiazepine 1,1-dioxide